NC=1C2=C(N=C(N1)Cl)N(C=C2Br)[C@H]2[C@@H]([C@@H]([C@H](C2)C2CCN(CC2)CC2CC2)O)O (1R,2S,3R,5R)-3-(4-amino-5-bromo-2-chloro-7H-pyrrolo[2,3-d]pyrimidin-7-yl)-5-(1-(cyclopropylmethyl)piperidin-4-yl)cyclopentane-1,2-diol